ClC=1C(=NC(=C(C(=O)NC2=CC(=NC=C2)S(N)(=O)=O)C1)N1CCC(CCC1)(F)F)C1CCC1 5-Chloro-6-cyclobutyl-2-(4,4-difluoroazepan-1-yl)-N-(2-sulfamoylpyridin-4-yl)nicotinamide